(S)-2-(4-amino-2-bromo-5-fluorophenyl)-N-(2,2,2-trifluoroethyl)propanamide NC1=CC(=C(C=C1F)[C@@H](C(=O)NCC(F)(F)F)C)Br